2-(S)-tert-butoxycarbonylamino-3-(4-nitrophenyl)-propionic acid C(C)(C)(C)OC(=O)N[C@H](C(=O)O)CC1=CC=C(C=C1)[N+](=O)[O-]